2-adamantylthiazol C12C(C3CC(CC(C1)C3)C2)C=2SC=CN2